C(C)(C)(C)NS(=O)(=O)C1=C(C=CC=C1)B(O)O 2-(TERT-BUTYLAMINO)SULFONYLPHENYLBORONIC ACID